2-chlorophenol ClC1=C(C=CC=C1)O